FC=1C(=CC=2C3=C(NC(C2C1)=O)COC[C@H]3N(C(=O)[C@H]3NC1=CC(=CC(=C1C3)F)F)C)F (S)-N-((S)-8,9-difluoro-6-oxo-1,4,5,6-tetrahydro-2H-pyrano[3,4-c]isoquinolin-1-yl)-4,6-difluoro-N-methylindoline-2-carboxamide